N1N=CC(=C1)C1=CC(=C2C=CC3=C(C=C(C4=CC=C1C2=C34)C=3C=NNC3)C=3C=NNC3)C=3C=NNC3 1,3,6,8-tetra(1H-pyrazole-4-yl)pyrene